C1(CC1)C1=NC(=NO1)C1(CCN(CC1)C(=O)N[C@H]1C(=CCCC1)C=1C=NC(=CC1)C(C)C)C |r| rac-4-(5-cyclopropyl-1,2,4-oxadiazol-3-yl)-4-methyl-N-{2-[6-(propan-2-yl)pyridin-3-yl]cyclohex-2-en-1-yl}piperidine-1-carboxamide